N,N,N'-trimethylisopropylpropanediamine CN(C(CC)(NC)C(C)C)C